4-iodo-N,N-dipropylbenzenesulfonamide IC1=CC=C(C=C1)S(=O)(=O)N(CCC)CCC